ClC1=C(C=CC(=C1)Cl)[N+](=O)[O-] 2,4-dichloro-1-nitrobenzene